FC1=CC=C2C(=NNC(C2=C1)=O)CC=1C=NC=C(C1)N1C(C(C2=CC(=CC=C12)F)(C)O)=O 7-Fluoro-4-((5-(5-fluoro-3-hydroxy-3-methyl-2-oxoindolin-1-yl)pyridin-3-yl)methyl)phthalazin-1(2H)-on